FC=1C=2N(C=C(C1)NC(=O)C1=NC=C(N=C1)N1C[C@H]3OCCN[C@@H]3C1)C=C(N2)C N-(8-fluoro-2-methylimidazo[1,2-a]pyridin-6-yl)-5-((4aR,7aR)-hexahydropyrrolo[3,4-b][1,4]oxazin-6(2H)-yl)pyrazine-2-carboxamide